(R)-7-(methyl(3-oxo-3-(4-(5-(trifluoromethyl)pyrimidin-2-yl)piperazin-1-yl)propyl)amino)-4-(trifluoromethyl)-2,5,6,7-tetrahydro-3H-cyclopenta[c]pyridazin-3-one CN([C@@H]1CCC=2C1=NNC(C2C(F)(F)F)=O)CCC(N2CCN(CC2)C2=NC=C(C=N2)C(F)(F)F)=O